5-(5-(difluoromethyl)-1H-pyrazol-3-yl)-3-(1-(o-tolyl)cyclopropyl)-1,2,4-oxadiazole FC(C1=CC(=NN1)C1=NC(=NO1)C1(CC1)C1=C(C=CC=C1)C)F